(1S,3S)-3-((4-((5-(4-(((tert-butoxycarbonyl)amino)methyl)-4-methylpiperidin-1-yl)pyrazin-2-yl)thio)-3-chloropyridin-2-yl)amino)cyclobutene-1-carboxylic acid C(C)(C)(C)OC(=O)NCC1(CCN(CC1)C=1N=CC(=NC1)SC1=C(C(=NC=C1)N[C@@H]1C=C(C1)C(=O)O)Cl)C